C(C)(=O)C1=NC=C(N=C1C)C 2-acetyl-3,5-dimethylpyrazine